2-bromo-N,N-diethyl-ethane-1-amine hydrobromide Br.BrCCN(CC)CC